N-(4-(6-methoxy-7-(3-((1S,4S)-5-methyl-2,5-diazabicyclo[2.2.1]heptane-2-yl)propoxy)quinazolin-4-yl)phenyl)-2-(4-(trifluoromethyl)phenyl)acetamide COC=1C=C2C(=NC=NC2=CC1OCCCN1[C@@H]2CN([C@H](C1)C2)C)C2=CC=C(C=C2)NC(CC2=CC=C(C=C2)C(F)(F)F)=O